Methyl 5-((2-(2-fluoro-5-((6-fluoro-4-(methylthio)-1H-indol-5-yl)oxy)phenyl)-1H-imidazol-5-yl)methyl)-2,3-dihydro-1H-indene-2-carboxylate FC1=C(C=C(C=C1)OC=1C(=C2C=CNC2=CC1F)SC)C=1NC(=CN1)CC=1C=C2CC(CC2=CC1)C(=O)OC